5-bromo-6-(difluoro(3-(trifluoromethyl)bicyclo[1.1.1]pentan-1-yl)methyl)-3,3-dimethyl-2,3-dihydro-1H-pyrrolo[3,2-b]pyridine BrC1=C(C=C2C(=N1)C(CN2)(C)C)C(C21CC(C2)(C1)C(F)(F)F)(F)F